[Cu].[Al].[Au] gold-aluminum-copper